FC(C1=CC=C(C=C1)NC=1C(=NC=CN1)C=1CCN(CC1)C(=O)OC(C)(C)C)(F)F tert-butyl 4-(3-{[4-(trifluoromethyl) phenyl] amino} pyrazin-2-yl)-3,6-dihydro-2H-pyridine-1-carboxylate